4-(4-(((5,5-dimethyl-5,6-dihydro-4H-1,3-oxazin-2-yl)amino)-2,6-difluorobenzeneOxy)-1-((2-(trimethylsilyl)ethoxy)methyl)-1H-pyrrolo[2,3-b]pyridin-3-yl)cyclohex-3-ene CC1(CN=C(OC1)NC=1C(=C(C(=CC1)F)OC1=C2C(=NC=C1)N(C=C2C2=CCCCC2)COCC[Si](C)(C)C)F)C